5-benzyl 1-(tert-butyl) (S)-2-((((S)-1,5-di-tert-butoxy-1,5-dioxopentan-2-yl)carbamoyl)oxy)pentanedioate C(C)(C)(C)OC([C@H](CCC(=O)OC(C)(C)C)NC(=O)O[C@H](C(=O)OC(C)(C)C)CCC(=O)OCC1=CC=CC=C1)=O